4-(6-methyl-5-nitropyridin-2-yl)piperazine-1-carboxylic acid tert-butyl ester C(C)(C)(C)OC(=O)N1CCN(CC1)C1=NC(=C(C=C1)[N+](=O)[O-])C